6-fluoro-9H-pyrido[3,4-b]indole-7-carboxamide FC=1C=C2C3=C(NC2=CC1C(=O)N)C=NC=C3